NC1=NC(=CC(=N1)N1CCC2(C[C@H](NC2)C(=O)O)CC1)O[C@@H](C(F)(F)F)C1=CC=C(C=C1)C1=CC=C(C=C1)C(N)=O (S)-8-(2-amino-6-((R)-1-(4'-carbamoyl-[1,1'-biphenyl]-4-yl)-2,2,2-trifluoroethoxy)pyrimidin-4-yl)-2,8-diazaspiro[4.5]decane-3-carboxylic acid